5-ethoxy-7-fluoro-2H-benzo[d][1,3]oxazine-2,4(1H)-dione C(C)OC1=CC(=CC=2NC(OC(C21)=O)=O)F